Natrium 3-[[4-[2-Fluoro-4-[[1-[(4-fluorophenyl)carbamoyl]cyclopropanecarbonyl] amino] phenoxy]-6-ethoxy-7-quinolyl]oxy]propionat FC1=C(OC2=CC=NC3=CC(=C(C=C23)OCC)OCCC(=O)[O-])C=CC(=C1)NC(=O)C1(CC1)C(NC1=CC=C(C=C1)F)=O.[Na+]